2-(4-bromo-7-chloro-2,6-naphthyridin-1-yl)prop-2-en-1-ol BrC1=CN=C(C2=CC(=NC=C12)Cl)C(CO)=C